2,4-dichloro-5-(2-methyl-2H-1,2,3-triazol-4-yl)pyridine ClC1=NC=C(C(=C1)Cl)C1=NN(N=C1)C